1-indenethiol C1(C=CC2=CC=CC=C12)S